2-(5-Bromo-pyridin-3-yl)-pentanoic acid (3-tert-butyl-isoxazol-5-yl)-amide C(C)(C)(C)C1=NOC(=C1)NC(C(CCC)C=1C=NC=C(C1)Br)=O